3-methyl-5-(4,4,5,5-tetramethyl-1,3,2-dioxaborin-2-yl)-1H-pyrrolo[2,3-b]pyridine CC1=CNC2=NC=C(C=C21)B2OCC(C(O2)(C)C)(C)C